(S)-(2-(3-(5-methylpyridin-2-yloxy)pyrrolidin-1-yl)-5-(4,4,5,5-tetramethyl-1,3,2-dioxaborolan-2-yl)phenyl)methanol CC=1C=CC(=NC1)O[C@@H]1CN(CC1)C1=C(C=C(C=C1)B1OC(C(O1)(C)C)(C)C)CO